NC1=C2C(=NC=N1)N(N=C2C2=CC=C(C=C2)OC2=CC=CC=C2)[C@H]2CN(CCC2)C(=O)N2CCC(CC2)C2CCN(CC2)C=2C=C1CN(C(C1=CC2)=O)C2C(NC(CC2)=O)=O 3-(5-(1'-((R)-3-(4-amino-3-(4-phenoxyphenyl)-1H-pyrazolo[3,4-d]pyrimidin-1-yl)piperidine-1-carbonyl)-[4,4'-bipiperidin]-1-yl)-1-oxoisoindolin-2-yl)piperidine-2,6-dione